FC1=CC=C(C=C1)[C@H]1[C@@H](C1)NC([O-])=O N-[(1R,2S)-2-(4-fluorophenyl)cyclopropyl]carbamate